[2H]C1(C(NC(C(C1O)([2H])[2H])(C([2H])([2H])[2H])C([2H])([2H])[2H])(C([2H])([2H])[2H])C([2H])([2H])[2H])[2H] 3,3,5,5-tetradeuterio-2,2,6,6-tetrakis(trideuteriomethyl)-piperidin-4-ol